CCCCC/C=C\\C/C=C\\CCCCCCCCO The molecule is a long chain fatty alcohol that is octadecanol containing two double bonds located at positions 9 and 12 (the 9Z,12Z-geoisomer). It is a long-chain primary fatty alcohol and a fatty alcohol 18:2.